4-amino-6-methoxy-1,3,5-triazine NC1=NC=NC(=N1)OC